trichloromorpholine ClC1(N(CCOC1)Cl)Cl